ClC=1C(=NC=C(C1)Cl)C(C(C)O)C 3-(3,5-dichloro-2-pyridinyl)butan-2-ol